O=C(CCC(=O)O)CCC(=O)O 4-oxoheptanedioic acid